CN(C1=NC=2N(C3=CC(=CC=C13)N(C)C)C=NN2)C2=CC=CC=C2 N5,N8,N8-trimethyl-N5-Phenyl-[1,2,4]triazolo[4,3-a]quinazoline-5,8-diamine